1-Ethyl-3-methylimidazolium diethyl-phosphate C(C)OP(=O)(OCC)[O-].C(C)N1C=[N+](C=C1)C